COC1=CC=C2C(=C1)OCCC21CC1 7-Methoxyspiro[chroman-4,1'-cyclopropane]